maleic acid-N-monobutylamide C(CCC)NC(\C=C/C(=O)O)=O